C(CCCCCC(C)(C)C)(=O)OOC(C)(C)C1=CC=CC=C1 alpha-cumyl peroxyneodecanoate